ClC=1C=C(NC=2C3=C(N=CN2)C=CC(=N3)N3CC2(CCN2C(C=C)=O)C3)C=C(C1)Cl 1-[6-[4-(3,5-dichloroanilino)pyrido[3,2-d]pyrimidin-6-yl]-1,6-diazaspiro[3.3]heptan-1-yl]prop-2-en-1-one